2,4-bis(tribromomethyl)-6-p-methoxyphenyl-s-triazine BrC(C1=NC(=NC(=N1)C(Br)(Br)Br)C1=CC=C(C=C1)OC)(Br)Br